C1(CC1)CN1C[C@H](N(C[C@@H]1C)C1=CN=C(S1)C1=NNC(=C1C(C)C)C=1C=C(C=2N(C1)N=CN2)OC)C 5-((2r,5s)-4-(cyclopropylmethyl)-2,5-dimethylpiperazin-1-yl)-2-(4-isopropyl-5-(8-methoxy-[1,2,4]triazolo[1,5-a]pyridin-6-yl)-1H-pyrazol-3-yl)thiazole